FC=1C=NC(=NC1)N[C@@H]1CN(C[C@H]1OCC1=CC=C(C=C1)C(F)(F)F)C(\C=C\COC)=O (E)-1-((3R,4R)-3-((5-fluoropyrimidin-2-yl)amino)-4-((4-(trifluoromethyl)benzyl)oxy)pyrrolidin-1-yl)-4-methoxybut-2-en-1-one